(E)-3-(1-cyclopropyl-1H-pyrrol-2-yl)-1-(3-methoxyphenyl)prop-2-en-1-one C1(CC1)N1C(=CC=C1)/C=C/C(=O)C1=CC(=CC=C1)OC